C(C)C1(CCC(CC1)NC=1N=C(C2=C(N1)NC=C2C2=CC=1N(C=C2)N=CC1)OC)O 1-ethyl-4-((4-methoxy-5-(pyrazolo[1,5-a]pyridin-5-yl)-7H-pyrrolo[2,3-d]pyrimidin-2-yl)amino)cyclohexan-1-ol